BrC=1C=CC=C2C1N(C(C21CCOCC1)=O)C 7-bromo-1-methyl-2',3',5',6'-tetrahydrospiro[indoline-3,4'-pyran]-2-one